N-hydroxy-4-((N-(pyridin-3-ylmethyl)propan-2-ylsulfonamido)methyl)benzamide ONC(C1=CC=C(C=C1)CN(S(=O)(=O)C(C)C)CC=1C=NC=CC1)=O